COC1=CC=C(C=N1)C1=CC=2C3=C(C(N(C2C=C1)CCN1CCOCC1)=O)N=NN3C3=CC(=C(C=C3)N3CCNCC3)C(F)(F)F 8-(6-methoxypyridin-3-yl)-5-(2-morpholinoethyl)-1-(4-(piperazin-1-yl)-3-(trifluoromethyl)phenyl)-1,5-dihydro-4H-[1,2,3]triazolo[4,5-c]quinolin-4-one